tert-butyl (tert-butoxycarbonyl)(3-(3-(4-cyano-2-(trifluoromethyl)phenyl)isoxazol-5-yl)-5-(4-(isopropylsulfonyl)benzeneyl)pyrazin-2-yl)carbamate C(C)(C)(C)OC(=O)N(C(OC(C)(C)C)=O)C1=NC=C(N=C1C1=CC(=NO1)C1=C(C=C(C=C1)C#N)C(F)(F)F)C1=CC=C(C=C1)S(=O)(=O)C(C)C